2-fluoro-4-isobutyl-6-(3-(methoxymethyl)-4-(pyridazin-3-ylmethyl)piperazin-1-yl)benzonitrile FC1=C(C#N)C(=CC(=C1)CC(C)C)N1CC(N(CC1)CC=1N=NC=CC1)COC